OCCOC(=O)CCP(=O)(O)C1=CC=CC=C1.C(CCC)N1CN(C=C1)C 1-butyl-3-methylimidazole 2-(2-hydroxyethoxycarbonyl)ethylphenyl-hypophosphite